ClC1=C(C(=O)N2COC3=C(C2)C=CC=C3C3=CC(=C(C(=O)O)C=C3F)N3C2COCC3CC2)C(=CC(=C1)N1[C@@H](CN(CC1)C)CC)Cl 4-[3-[2,6-Dichloro-4-[(2R)-2-ethyl-4-methylpiperazin-1-yl]benzoyl]-2,4-dihydro-1,3-benzoxazin-8-yl]-5-fluoro-2-(3-oxa-8-azabicyclo[3.2.1]octan-8-yl)benzoic acid